CNC(C(C)C1COC1)=O N-methyl-(oxetan-3-yl)propionamide